COC(C1=CC(=C(C=C1)N)NC[C@H]1OCC1)=O (S)-4-amino-3-(((oxetan-2-yl)methyl)amino)benzoic acid methyl ester